N-{5-[1-(4-ethylphenyl)-1H-pyrazol-4-yl]-1H-indol-3-yl}-3-hydroxy-3-methylbutanamide C(C)C1=CC=C(C=C1)N1N=CC(=C1)C=1C=C2C(=CNC2=CC1)NC(CC(C)(C)O)=O